1-(4-chloro-3-methylphenyl)-3-(2,2-difluorobenzo[d][1,3]dioxol-5-yl)urea ClC1=C(C=C(C=C1)NC(=O)NC1=CC2=C(OC(O2)(F)F)C=C1)C